3-[2-(4-chloro-3-fluorophenoxy)acetamido]-N-(pyridin-3-yl)bicyclo[1.1.1]pentane-1-carboxamide ClC1=C(C=C(OCC(=O)NC23CC(C2)(C3)C(=O)NC=3C=NC=CC3)C=C1)F